COC=1C=CC2=C(SC(=C2OC2=CC=C3C=C(C=NC3=C2)C(=O)OC)C(C2=C(C=CC=C2)C)=O)C1 Methyl 7-((6-methoxy-2-(2-methylbenzoyl)benzo[b]thiophen-3-yl)oxy)quinoline-3-carboxylate